F[C@H]([C@@H](C)[C@H]1CC[C@H]2\C(\CCC[C@]12C)=C\CO)CCC(C)(O[Si](CC)(CC)CC)C 2-[(1R,3aS,7aR,E)-1-{(2S,3S)-3-Fluoro-6-methyl-6-[(triethylsilyl)oxy]heptan-2-yl}-7a-methyloctahydro-4H-inden-4-ylidene]ethan-1-ol